N-(2-cyanoethyl)diethanolamine N-Succinimidyl-N-(2,4-dinitrophenyl)-6-aminocaproate C1(CCC(N1N(CCCCCC(=O)O)C1=C(C=C(C=C1)[N+](=O)[O-])[N+](=O)[O-])=O)=O.C(#N)CCN(CCO)CCO